4-[4-(2,6-dichlorobenzenesulfonyl)-1-piperazinylmeth-yl]benzoic acid ClC1=C(C(=CC=C1)Cl)S(=O)(=O)N1CCN(CC1)CC1=CC=C(C(=O)O)C=C1